methyl 2-(6-(tert-butoxycarbonyl)-5-(1-(cyclopentylmethyl)-5-methyl-1H-pyrazol-4-yl)pyridin-2-yl)-1,2,3,4-tetrahydroisoquinoline-8-carboxylate C(C)(C)(C)OC(=O)C1=C(C=CC(=N1)N1CC2=C(C=CC=C2CC1)C(=O)OC)C=1C=NN(C1C)CC1CCCC1